1-(3,4-difluoro-2-methoxyphenyl)-4,4,4-trifluoro-3-hydroxy-2,3-dimethylbutan-1-one FC=1C(=C(C=CC1F)C(C(C(C(F)(F)F)(C)O)C)=O)OC